C(#N)C1CCC(CC1)N1CCN(CC1)C(CN1N=C(C(=C1)NC(=O)C=1C=NN2C1N=CC=C2)C2=C(C=CC(=C2)SC)OC(F)F)=O N-[1-[2-[4-(4-cyanocyclohexyl)piperazin-1-yl]-2-oxo-ethyl]-3-[2-(difluoromethoxy)-5-methylsulfanyl-phenyl]pyrazol-4-yl]pyrazolo[1,5-a]pyrimidine-3-carboxamide